C(C)(C)(C)CC#N tertiary butyl-acetonitrile